(2-morpholino-7-phenyl-6,7-dihydro-5H-pyrrolo[2,3-d]pyrimidin-4-yl)methyl methanesulfonate CS(=O)(=O)OCC=1C2=C(N=C(N1)N1CCOCC1)N(CC2)C2=CC=CC=C2